(1R,3R,5S)-1-(4-Bromophenyl)-3-ethoxy-8-(4-methoxybenzyl)-8-azabicyclo[3.2.1]octane BrC1=CC=C(C=C1)[C@]12C[C@@H](C[C@H](CC1)N2CC2=CC=C(C=C2)OC)OCC